2-(2-(4-((3-carbamoylpyridin-2-yl)oxy)phenyl)acetamido)benzo[d]thiazole-6-carboxamide C(N)(=O)C=1C(=NC=CC1)OC1=CC=C(C=C1)CC(=O)NC=1SC2=C(N1)C=CC(=C2)C(=O)N